3-bromo-6-propylpyrazolo[1,5-a]pyridine BrC=1C=NN2C1C=CC(=C2)CCC